ClC1=C(C=CC=C1)CN1N=C(C=C1C1=CC(=CC=C1)OC)CO[C@@H](C(=O)O)C (2R)-2-([1-((2-Chlorophenyl)methyl)-5-(3-methoxyphenyl)-1H-pyrazol-3-yl]methoxy)-propanoic acid